(R)-2-(5-(2-(4-fluorophenyl)pyrrolidin-1-yl)pyrazolo[1,5-a]pyrimidin-3-yl)-5-methoxy-1H-benzo[d]imidazole-6-carbonitrile FC1=CC=C(C=C1)[C@@H]1N(CCC1)C1=NC=2N(C=C1)N=CC2C2=NC1=C(N2)C=C(C(=C1)OC)C#N